C1=CC=CC=2C3=CC=CC=C3N(C12)C1=CC=C(C=C1)B1OC(C)(C)C(C)(C)O1 4-(carbazol-9-yl)phenylboronic acid pinacol ester